OC(C)(C)C1=CC=C(C=C1)C1=CN=C2C(=N1)N(C(CN2)=O)[C@@H]2CC[C@H](CC2)OC 7-(4-(2-hydroxypropan-2-yl)phenyl)-1-(trans-4-methoxycyclohexyl)-3,4-dihydropyrazino[2,3-b]pyrazin-2(1H)-one